ClC1=CC=2C(=C(N=NC2C(C)C)N2C(CC2)C(F)F)C=N1 7-chloro-4-(2-(difluoromethyl)azetidin-1-yl)-1-isopropylpyrido[3,4-d]pyridazine